ClC1=CC=C(C(=O)O[C@H]2[C@H](O)[C@H](O)[C@H](O2)CO)C=C1 O-p-chlorobenzoyl-beta-D-ribose